[NH4+].ClC1=C(C(=O)[O-])C=CC=C1 o-chlorobenzoic acid ammonium salt